C(=O)NC1=CC=C(C(=O)OC(C)(C)C)C=C1 tert-Butyl 4-formamidobenzoate